C(C)N[C@H](C)C=1C=C(C(=NC1)OC)C=1N=C(C=2N(C1)N=CN2)OCCOCCC(CCC(C)(F)F)N 1-(2-((6-(5-((R)-1-(ethylamino)ethyl)-2-methoxypyridin-3-yl)-[1,2,4]triazolo[1,5-a]pyrazin-8-yl)oxy)ethoxy)-6,6-difluoroheptan-3-amine